3-(5-(1-(3-(1H-pyrazol-1-yl)benzyl)piperidin-4-yl)-1-oxoisoindolin-2-yl)piperidine-2,6-dione N1(N=CC=C1)C=1C=C(CN2CCC(CC2)C=2C=C3CN(C(C3=CC2)=O)C2C(NC(CC2)=O)=O)C=CC1